C(#N)C1(CC1)CNC1=C(C=CC(=N1)C(=O)OC)[N+](=O)[O-] methyl 6-(((1-cyanocyclopropyl) methyl) amino)-5-nitropyridinecarboxylate